8-(4,4-difluoropiperidin-1-yl)-6-(1-(4-Iodo-2-(6-azaspiro[2.5]octane-6-yl)phenyl)-1H-1,2,3-triazol-4-yl)quinoline FC1(CCN(CC1)C=1C=C(C=C2C=CC=NC12)C=1N=NN(C1)C1=C(C=C(C=C1)I)N1CCC2(CC2)CC1)F